methyl-1-(pyridine-2-yl)indole CC=1N(C2=CC=CC=C2C1)C1=NC=CC=C1